ethyl 8-methyl-2-[(pyridin-3-yl)methyl]-4,5-dihydro-2H-furo[2,3-g]indazole-7-carboxylate CC1=C(OC=2CCC3=CN(N=C3C21)CC=2C=NC=CC2)C(=O)OCC